ClC=1C(=C(OCC(=O)O)C=C(C1CC1=CC(=C(C=C1)O)C(C)C)F)F 2-(3-chloro-2,5-difluoro-4-(4-hydroxy-3-isopropylbenzyl)phenoxy)acetic acid